3-[(5-difluoromethoxy-1-methyl-3-trifluoromethylpyrazol-4-yl)-methylsulfonyl]-4,5-dihydro-5,5-dimethylisoxazole FC(OC1=C(C(=NN1C)C(F)(F)F)CS(=O)(=O)C1=NOC(C1)(C)C)F